CC1=C(C=CC=C1C(F)(F)F)C(C)NC1=NNC=C2C1=CNC=C2 4-((1-(2-methyl-3-(trifluoromethyl)phenyl)ethyl)amino)-2,6-dihydropyrido[3,4-d]Pyridazine